C(C)(=O)NC=1C=CC(=C(C(=O)O)C1)[N+](=O)[O-] 5-acetamido-2-nitrobenzoic acid